3-((4-(dimethylamino)-1,3,5-triazin-2-yl)oxy)pyrrolidin CN(C1=NC(=NC=N1)OC1CNCC1)C